COC1=CC=C(N=N1)CNC(C)C1=NC=CC=N1 N-((6-methoxypyridazin-3-yl)methyl)-1-(pyrimidin-2-yl)ethan-1-amine